C(C)(C)(C)OC(=O)N1CCN(CC1)C1=NC=C(C=N1)N1CCC(CC1)C(=O)OC 4-[5-(4-methoxycarbonyl-1-piperidinyl)pyrimidin-2-yl]piperazine-1-carboxylic acid tert-butyl ester